Cl.C1NC(CC2=CC=CC=C12)C(=O)N tetrahydroisoquinoline-3-carboxamide hydrochloride